C(CCCCCCCC(=O)OCC=CCCCCCC)(=O)OCC(COC(=O)OCCCN(CC)CC)COC(CCCCCC(=O)OC(CCCCCCCC)CCCCCCCC)=O (Z)-1-(3-(((3-(diethylamino) propoxy) carbonyl) oxy)-2-(((7-(heptadecan-9-yloxy)-7-oxoheptanoyl) oxy) methyl) propyl) 9-(non-2-en-1-yl) azelate